C(CCC(=O)OC1=CC(C)=CC=C1C(C)C)(=O)OC1=CC(C)=CC=C1C(C)C dithymyl succinate